C(C)(C)(C)NC(CN1CC2(CN(C2)C(=O)OC(C)(C)C)C1)=O tert-butyl 6-[2-(tert-butylamino)-2-oxo-ethyl]-2,6-diazaspiro[3.3]heptane-2-carboxylate